C(C)[C@@H]1CN2CC[C@]3(C([C@@H]2C[C@@H]1/C(/C(=O)OC)=C\OC)=NC1=CC=CC(=C13)OC)N1CCCCC1 Methyl (E)-2-((2S,3S,7aS,12bS)-3-ethyl-8-methoxy-7a-(piperidin-1-yl)-1,2,3,4,6,7,7a,12b-octahydroindolo[2,3-a]quinolizin-2-yl)-3-methoxyacrylate